4-((L-valyl)oxy)butyric acid N[C@@H](C(C)C)C(=O)OCCCC(=O)O